1-ethyl-glycerol C(C)OCC(O)CO